C1(=CC=CC=C1)NC1=CC=C(C=C1)NC1=NC(=NC(=N1)S)S 6-{[4-(phenylamino)phenyl]amino}-1,3,5-triazine-2,4-dithiol